N-allyldecylamine, hydrochloride Cl.C(C=C)NCCCCCCCCCC